(2S,5R)-2-(N-((R)-1-Acetylpyrrolidin-3-yl) carbamimidoyl)-7-oxo-1,6-diazabicyclo[3.2.1]octan-6-yl hydrogen sulfate S(=O)(=O)(ON1[C@@H]2CC[C@H](N(C1=O)C2)C(N[C@H]2CN(CC2)C(C)=O)=N)O